C(=O)O.NCC1CCN(CC1)C(=O)C1=C(C=C(NC=2C=3N(C=CN2)C(=CN3)C3=C(C(=C(OC2(CC2)C#N)C=C3)F)F)C=C1)C 1-[4-[8-[4-[4-(aminomethyl)piperidine-1-carbonyl]-3-methyl-anilino]imidazo[1,2-a]pyrazin-3-yl]-2,3-difluoro-phenoxy]cyclopropane-carbonitrile formate